O1CCCC1 tetrahydro-furan